COC(=O)C1C(N(N=C(C1)C1=CC=C(C=C1)N1CCOCC1)C1=CC(=CC=C1)F)=O 2-(3-fluorophenyl)-6-[4-(morpholin-4-yl)phenyl]-3-oxo-2,3,4,5-tetrahydropyridazine-4-carboxylic acid methyl ester